4-(1-Butylpiperidin-4-yl)phenol C(CCC)N1CCC(CC1)C1=CC=C(C=C1)O